ClC1=NC=2CCN(CC2C=C1)C(=O)OC(C)(C)C Tert-butyl 2-chloro-7,8-dihydro-1,6-naphthyridin-6(5H)-carboxylate